NC1=C(C(=O)O)C=CC=C1 L-2-aminobenzoic acid